α-Carboxy-tryptamin C(=O)(O)C(N)CC1=CNC2=CC=CC=C12